ClC1=CC2=C(N=C(S2)C2=CC=C(OCCCCCCC(=O)NO)C=C2)C=C1 7-(4-(6-chlorobenzo[d]thiazol-2-yl)phenoxy)-N-hydroxyheptanamide